BrC1=C(C=CC=C1COC1=CC(=C(CN(CC(=O)O)C)C=C1Cl)OCC=1C=NC=C(C1)S(=O)(=O)C)C1=CC(=CC=C1)OCC#C N-(4-((2-Bromo-3'-(prop-2-yn-1-yloxy)-[1,1'-biphenyl]-3-yl)methoxy)-5-chloro-2-((5-(methylsulfonyl)pyridin-3-yl)methoxy)benzyl)-N-methylglycine